FC=1C=C(C=CC1)C1=CC=C(N=N1)N 6-(3-fluorophenyl)pyridazin-3-amine